1-(1H-imidazole-1-carbonyl)spiro[azepane-4,3'-pyrrolo[2,3-b]pyridine] N1(C=NC=C1)C(=O)N1CCC2(C=NC3=NC=CC=C32)CCC1